N-(pyrimidine-5-yl)imidazo[1,2-a]Pyridine-6-amine N1=CN=CC(=C1)NC=1C=CC=2N(C1)C=CN2